CC1=C2N(CCN(C2=CC=C1)C=1C(N2CCCOCCOC=3C=CC=C(NC4=NC=C(C1)C2=N4)C3)=O)C(C=C)=O 17-(5-methyl-4-prop-2-enoyl-2,3-dihydroquinoxalin-1-yl)-8,11-dioxa-2,15,21,22-tetrazatetracyclo[13.6.2.13,7.019,23]tetracosa-1(21),3,5,7(24),17,19,22-heptaen-16-one